13-(2-((2-hexyldecanoyl)oxy)ethyl)-2,2,3,3-tetramethyl-12-oxo-4,11-dioxa-7,8-dithia-13-aza-3-silapentadecan-15-yl 2-hexyldecanoate C(CCCCC)C(C(=O)OCCN(C(OCCSSCCO[Si](C(C)(C)C)(C)C)=O)CCOC(C(CCCCCCCC)CCCCCC)=O)CCCCCCCC